1-(3-chloro-4-(trifluoromethoxy)phenyl)-2-((triisopropylsilyl)ethynyl)-1H-benzo[d]imidazole ClC=1C=C(C=CC1OC(F)(F)F)N1C(=NC2=C1C=CC=C2)C#C[Si](C(C)C)(C(C)C)C(C)C